1-(6-(cyclopropanecarboxamido)-4-methylpyridin-2-yl)hexahydropyrrolo[3,4-b]pyrrole-5(1H)-carboxylic acid tert-butyl ester C(C)(C)(C)OC(=O)N1CC2N(CCC2C1)C1=NC(=CC(=C1)C)NC(=O)C1CC1